OB1OC=2C(C1)CC=CC2 2-hydroxy-3,4-dihydro-2H-1,2-benzoxaborole